C(C)(C)(C)OC(=O)N1CCC(CC1)NC1=C(C=CC(=C1)C(=O)OC)[N+](=O)[O-].Cl.O=C1N(C2=C(N1)C=CC(=C2)C(=O)OC)C2CCNCC2 Methyl 2-oxo-3-(piperidin-4-yl)-2,3-dihydro-1H-benzo[d]imidazole-5-carboxylate hydrochloride tert-butyl-4-((5-(methoxycarbonyl)-2-nitrophenyl)amino)piperidine-1-carboxylate